ClC=1C=CC(=NC1)S[C@@H]1CN(CC1)C1=C(C=O)C=C(C=C1)NC1=C(C=CC=C1)C(C)C (S)-2-(3-((5-chloropyridin-2-yl)thio)pyrrolidin-1-yl)-5-((2-isopropylphenyl)amino)benzaldehyde